7-chloro-N-(2,2-difluoroethyl)-N-(2,2,6,6-tetramethylpiperidin-4-yl)-4H-chromeno[3,4-d]thiazol-2-amine ClC=1C=CC2=C(C1)OCC=1N=C(SC12)N(C1CC(NC(C1)(C)C)(C)C)CC(F)F